N[C@H](C(=O)O)[C@H](CCCB(O)O)CN1CCCCC1 (2s,3r)-2-amino-6-dihydroxyboryl-3-(piperidin-1-ylmethyl)hexanoic acid